BrCCOCCOCCOCCOCCO 14-bromo-3,6,9,12-tetraoxatetradecylalcohol